ClC1=C(OC2=CC=C(C=C2)NC(OCC=2C(=C3C(N(CC3=CC2)C2C(NC(CC2)=O)=O)=O)OC2=CC=CC=C2)=O)C=CC(=C1)F [2-(2,6-dioxopiperidin-3-yl)-3-oxo-4-phenoxy-2,3-dihydro-1H-isoindol-5-yl]methyl N-[4-(2-chloro-4-fluorophenoxy)phenyl]carbamate